F[C@]1(CN(CC[C@H]1O)C1=NC=NC(=N1)NC=1N=CC2=C(N=CC(=C2C1)C(C)C)N1[C@@H]([C@H](C1)CS(=O)(=O)C)C)C (3S,4R)-3-fluoro-1-(4-((5-isopropyl-8-((2R,3S)-2-methyl-3-((methylsulfonyl)methyl)azetidine-1-yl)-2,7-naphthyridin-3-yl)amino)-1,3,5-triazin-2-yl)-3-methylpiperidin-4-ol